O=C1CN(CCN1)C(=O)OC(C)(C)C tert-butyl 3-oxopiperazine-1-carboxylate